OC1=CC=C(C=C1)C1=CC=CC=C1 4'-Hydroxy[1,1'-biphenyl]